triallyl(2,3-dihydroxypropyl)ammonium C(C=C)[N+](CC(CO)O)(CC=C)CC=C